2,2-Bis(3-(1-propenyl)-4-cyanatophenyl)propan C(=CC)C=1C=C(C=CC1OC#N)C(C)(C)C1=CC(=C(C=C1)OC#N)C=CC